FC1=CC=C(C=C1)NC(CC(=O)OC)=O methyl 3-((4-fluorophenyl) amino)-3-oxopropanoate